COC1=CC=C(C=C1)[C@@H](C)N |r| Racemic-1-(4-methoxyphenyl)ethylamine